COC1=NC=2N(C=C1NC(=O)N1CCC=3C1=NC=CC3N3C[C@H](N(CC3)C(=O)OC(C)(C)C)C)N=C(N2)C tert-butyl (R)-4-(1-((5-methoxy-2-methyl-[1,2,4]triazolo[1,5-a]pyrimidin-6-yl)carbamoyl)-2,3-dihydro-1H-pyrrolo[2,3-b]pyridin-4-yl)-2-methylpiperazine-1-carboxylate